COCCOC1CCC(CC1)N1C=CC=2N=C(N=C(C21)C(=O)N)N2C(=NC=C2)C ((1r,4r)-4-(2-methoxyethoxy)cyclohexyl)-2-(2-methyl-1H-imidazol-1-yl)-5H-pyrrolo[3,2-d]pyrimidine-4-carboxamide